P([O-])([O-])[O-].P(O)(O)O.[Al+3] Aluminum Dihydrogen Phosphite Monophosphite